2-methyl-3-(p-tert.butylphenyl)-propanol CC(CO)CC1=CC=C(C=C1)C(C)(C)C